3-(2-(isobutyryloxy)-4,6-dimethylphenyl)-3-methylbutanoic acid C(C(C)C)(=O)OC1=C(C(=CC(=C1)C)C)C(CC(=O)O)(C)C